(cis)-3-hydroxy-3-(4-(trifluoromethyl)phenyl)cyclobutane-1-carbonitrile OC1(CC(C1)C#N)C1=CC=C(C=C1)C(F)(F)F